The molecule is a diacylglycerol 34:1 in which the acyl groups specified at positions 1 and 2 are (11Z)-octadecenoyl and hexadecanoyl respectively. It is a diacylglycerol 34:1 and a 1,2-diacyl-sn-glycerol. It derives from a cis-vaccenic acid and a hexadecanoic acid. CCCCCCCCCCCCCCCC(=O)O[C@@H](CO)COC(=O)CCCCCCCCC/C=C\\CCCCCC